N1(CCCC1)CCOC=1C=C(C=C(C1)C(F)(F)F)NC(=O)C1=CSC=2CN(CCC21)C(=O)OC(C)(C)C tert-butyl 3-[[3-(2-pyrrolidin-1-ylethoxy)-5-(trifluoromethyl) phenyl]carbamoyl]-5,7-dihydro-4H-thieno[2,3-c]pyridine-6-carboxylate